C1C(CCC2CCC3C4CCC5CCCCC5C4CC=C3C21)C(=O)O 1,2,3,4,4a,5,6,6a,6b,7,8,8a,9,10,11,12,12a,12b,13,14b-icosahydropicene-2-carboxylic acid